(2-(Benzyloxy)-4,6-dihydroxyphenyl)(7-(((tetrahydrofuran-3-yl)amino)methyl)-3,4-dihydroisoquinolin-2(1H)-yl)methanone C(C1=CC=CC=C1)OC1=C(C(=CC(=C1)O)O)C(=O)N1CC2=CC(=CC=C2CC1)CNC1COCC1